C(C)(C)(C)OC(CCC1=CC(=C(C(=O)OC)C=C1)F)=O methyl 4-(3-(t-butoxy)-3-oxopropyl)-2-fluorobenzoate